COC=1C(=C(C=CC1)C(C(O)C1CCOCC1)S(=O)(=O)C1=CC=CC=C1)C 2-(3-methoxy-2-methylphenyl)-2-(phenylsulfonyl)-1-(tetrahydro-2H-pyran-4-yl)ethan-1-ol